Vinyl-Dimethoxylauryloxysilane C(=C)[SiH2]OCCCCCCCCCCCC(OC)OC